2-[6-[[5-(trifluoromethyl)pyrazin-2-yl]methyl]-2-azaspiro[3.3]heptane-2-carbonyl]-8-oxa-2,5-diazaspiro[3.5]nonan-6-one FC(C=1N=CC(=NC1)CC1CC2(CN(C2)C(=O)N2CC3(C2)NC(COC3)=O)C1)(F)F